bicyclo[1.1.0]butan C12CC2C1